C1(=CC=C(C=C1)NC1=CC=C(C=C1)C1=C(C2=CC=CC=C2C=C1)C=1C=CC2=C(OC3=C2C=CC=C3)C1)C1=CC=CC=C1 (biphenyl-4-yl)-[4-{1-(dibenzofuran-3-yl)naphthalen-2-yl}phenyl]amine